(Z)-2-(5-chloro-2-fluorophenyl)-3-(2-chlorophenyl)acrylonitrile ClC=1C=CC(=C(C1)/C(/C#N)=C/C1=C(C=CC=C1)Cl)F